C(C)(=O)N1[C@@H](CN([C@H](C1)C)C(C=C)=O)C1=CC(=NC(=C1)Cl)C1=CC(=NC(=C1)F)C(=O)NC 4-((2R,5S)-1-acetyl-4-acryloyl-5-methylpiperazin-2-yl)-6-chloro-6'-fluoro-N-methyl-[2,4'-bipyridine]-2'-carboxamide